N1=C(C=CC=C1)C1(OC2(OCC1)CC1CC1C2)CC(=O)N 4'-(pyridin-2-yl)tetrahydrooxaspiro[bicyclo[3.1.0]hexane-3,2'-pyran]-4'-ylacetamide